4-(4-Carbamoylthiophen-2-yl)-2-((7-chloro-1,2,3,4-tetrahydroisoquinolin-6-yl)amino)pyrimidine-5-carboxamide C(N)(=O)C=1C=C(SC1)C1=NC(=NC=C1C(=O)N)NC=1C=C2CCNCC2=CC1Cl